5-(4-((3,4-dichloro-2-fluorophenyl)amino)-7-methoxyquinazolin-6-yl)-3,6-dihydropyridine-1(2H)-carbonitrile ClC=1C(=C(C=CC1Cl)NC1=NC=NC2=CC(=C(C=C12)C1=CCCN(C1)C#N)OC)F